COC(=O)C=1C=CC=C2N(C(C=3N(C12)C(=NN3)C)(C)C)C(C)=O 5-acetyl-1,4,4-trimethyl-4,5-dihydro-[1,2,4]triazolo[4,3-a]quinoxaline-9-carboxylic acid methyl ester